C[Si](N(P)[Si](C)(C)C)(C)C N,N-bis(trimethylsilyl)-phosphinous amide